3,3-dimethylbutyl (1-methyl-4-(6-methyl-5-(methylsulfonamido) pyridin-2-yl)-1H-1,2,3-triazol-5-yl)carbamate CN1N=NC(=C1NC(OCCC(C)(C)C)=O)C1=NC(=C(C=C1)NS(=O)(=O)C)C